4'-bromo-N-(2-methoxyphenyl)-5-(trifluoromethyl)-[1,1'-biphenyl]-3-amine BrC1=CC=C(C=C1)C1=CC(=CC(=C1)C(F)(F)F)NC1=C(C=CC=C1)OC